Cl.Cl.CC1=CC=C(N=N1)[C@@H](C)N (R)-1-(6-methylpyridazin-3-yl)ethan-1-amine dihydrochloride